N,N-dimethyl-cyanoacetamide CN(C(CC#N)=O)C